ClC=1C=CC(=C(C1)C1=CC=C(C=C1)C[C@@H]1C[C@@](C(N1C(=O)OC(C)(C)C)=O)(C)CO)F (3S,5R)-tert-Butyl 5-((5'-chloro-2'-fluoro-[1,1'-biphenyl]-4-yl)methyl)-3-(hydroxymethyl)-3-methyl-2-oxopyrrolidine-1-carboxylate